trans-2-(2,3-dihydrobenzofuran-5-yl)cyclopropylamine O1CCC2=C1C=CC(=C2)[C@H]2[C@@H](C2)N